C(#N)CCCCC1=CC=C(N=N1)NC(CC1=CC(=CC=C1)OC(F)(F)F)=O N-(6-(4-Cyanobutyl)pyridazin-3-yl)-2-(3-trifluoromethoxyphenyl)acetamide